ClC1=C(CNC(=O)[C@]2(C=3C=CC=NC3[C@]3(CC2)N(C3)S(=O)(=O)C3=C(C=CC=C3)[N+](=O)[O-])F)C=CC(=C1)Cl |o1:7,14| (2R*,5'S*)-N-(2,4-dichlorobenzyl)-5'-fluoro-1-((2-nitrophenyl)sulfonyl)-6',7'-dihydro-5'H-spiro[aziridine-2,8'-quinoline]-5'-carboxamide